C(C1=CC=CC=C1)C1=NC(=NN1)C(=O)NC1C(N(C2=C(OC1)C=CC(=C2)C#CC(C)(C)O)C)=O 5-benzyl-N-(7-(3-hydroxy-3-methylbut-1-yn-1-yl)-5-methyl-4-oxo-2,3,4,5-tetrahydrobenzo[b][1,4]oxazepin-3-yl)-1H-1,2,4-triazole-3-carboxamide